CP(=O)(C)C1=CCCCN(C1)C(=O)OC(C)(C)C tert-butyl 6-(dimethylphosphoryl)-2,3,4,7-tetrahydro-1H-azepine-1-carboxylate